3-(2-((3R,5S)-3,5-dimethylmorpholino)-2-oxoethyl)-7-hydroxy-6-methoxy-4-methyl-2-oxo-2H-chromen-8-carbaldehyde C[C@@H]1COC[C@@H](N1C(CC=1C(OC2=C(C(=C(C=C2C1C)OC)O)C=O)=O)=O)C